2-(5-((2-azaspiro[3.3]hept-6-yl)ethynyl)-6-aminopyridazin-3-yl)phenol C1NCC12CC(C2)C#CC=2C=C(N=NC2N)C2=C(C=CC=C2)O